Dimethyl Telluride C[Te]C